NC1=CC=C(C2=CC=CC=C12)S(=O)(=O)[O-] 1-aminonaphthalene-4-sulfonate